C[Si](OCCCC)(C(C)CC)C di(methyl)sec-butyl(n-butoxy)silane